bis(4-t-butylphenyl)iodol C(C)(C)(C)C1=CC=C(C=C1)C1=C([IH]C=C1)C1=CC=C(C=C1)C(C)(C)C